4-(4-{5-[5-Fluoro-6-(2-methoxyethoxy)-1H-indazol-3-yl]-1,2-oxazol-3-yl}benzoyl)-1λ4-thiomorpholin-1-one FC=1C=C2C(=NNC2=CC1OCCOC)C1=CC(=NO1)C1=CC=C(C(=O)N2CCS(CC2)=O)C=C1